2-ethyl-8-methyl-8-(trifluoromethyl)-7,8-dihydro-6H-pyrazolo[1,5-a]pyrrolo[2,3-e]pyrimidine C(C)C1=NN2C(N=CC3=C2C(CN3)(C(F)(F)F)C)=C1